BrC=1C(=C(C(=C2C1C(=O)OC2=O)Br)Br)Br tetrabromophthalic acid (anhydride)